6-bromo-N-(2,2-dimethylpropyl)-N-methyl-pyridin-2-amine BrC1=CC=CC(=N1)N(C)CC(C)(C)C